tert-butyl (2R)-2-(((3-(2,6-dioxopiperidin-3-yl)phenyl)amino)methyl)pyrrolidine-1-carboxylate O=C1NC(CCC1C=1C=C(C=CC1)NC[C@@H]1N(CCC1)C(=O)OC(C)(C)C)=O